5-isopropyl-6-phenyl-5H-pyrrolo[2,3-b]pyrazine-7-carboxylic acid C(C)(C)N1C(=C(C=2C1=NC=CN2)C(=O)O)C2=CC=CC=C2